C(C(C)C)[C@@H]1O[C@H](CCC1)COC(C(C)(C)C)=O (2R,3S,4R,5R,6R)-2-isobutyl-6-((pivaloyloxy)methyl)tetrahydro-2H-pyran